N[C@@H](C(=O)O)CCC(=O)N[C@@H](CC1=CNC2=CC=CC=C12)C(=O)O (2R)-2-amino-5-[[(1S)-1-carboxy-2-(1H-indol-3-yl)ethyl]amino]-5-oxopentanoic acid